C(CCCCC=C)C1=CC(=C(C(=C1)C(C)C)O)C(C)C 4-(6-heptenyl)-2,6-diisopropylphenol